[Si](C)(C)(C(C)(C)C)OCC1CC(C1)CO ((1s,3s)-3-(((tert-Butyldimethylsilyl)oxy)methyl)cyclobutyl)methanol